C1(CCCC1)C=1C=C(C=C(C1)F)CC(=O)NC1=C2NC(=NC2=NC=N1)C1CCCC1 2-(3-cyclopentyl-5-fluorophenyl)-N-(8-cyclopentyl-7H-purin-6-yl)acetamide